N-[6-[[2-(2,6-dioxo-3-piperidyl)-1,3-dioxo-isoindolin-5-yl]amino]hexyl]carbamate O=C1NC(CCC1N1C(C2=CC=C(C=C2C1=O)NCCCCCCNC([O-])=O)=O)=O